O1C2=C(OC[C@@H]1CN1CCN(CC1)C=1SC=NN1)C=CC=C2 (S)-2-(4-((2,3-dihydrobenzo[b][1,4]dioxin-2-yl)methyl)piperazin-1-yl)-1,3,4-thiadiazol